NC=1C2=C(N=CN1)N(C=C2C=2SC1=C(C2)C=C(C=C1OC)C)C1CN(CC1)C(\C=C\C)=O (E)-1-(3-(4-amino-5-(7-methoxy-5-methylbenzothiophen-2-yl)-7H-pyrrolo[2,3-d]pyrimidin-7-yl)pyrrolidin-1-yl)but-2-en-1-one